CC1=NOC(=C1C1=CC(=C(N[C@H]2C[C@@H](CC2)OC)C=C1)[N+](=O)[O-])C 4-(3,5-dimethylisoxazol-4-yl)-N-(trans-(1r,3r)-3-methoxycyclopentyl)-2-nitroaniline